C(C1=CC=CC=C1)OC=1C=C(C=CC1)N1C(N(C(C2=CC=CC=C12)=O)C=1C=NC=CC1)=O 1-(3-Benzyloxyphenyl)-3-(pyridin-3-yl)quinazoline-2,4(1H,3H)-dione